benzyl 2-(benzyloxy)-1-oxo-2,5-diazaspiro[3.4]octane-6-carboxylate C(C1=CC=CC=C1)ON1C(C2(C1)NC(CC2)C(=O)OCC2=CC=CC=C2)=O